methyl 3-methoxy-1,3-dimethyl-2-oxoindoline-6-carboxylate COC1(C(N(C2=CC(=CC=C12)C(=O)OC)C)=O)C